P(=O)(OC(C)(C)C)(OC(C)(C)C)OC1=C(C(=CC(=C1)P(=O)(OC(C)C)OC(C)C)C)C(C)(CC=O)C di-tert-butyl (5-(diisopropyloxyphosphoryl)-3-methyl-2-(2-methyl-4-oxobutan-2-yl) phenyl) phosphate